7-methyl-6-(4-(methylthio)benzyl)-[1,2,4]triazolo[1,5-a]pyridin-5-ol CC1=CC=2N(C(=C1CC1=CC=C(C=C1)SC)O)N=CN2